N-Boc-5,5,5-TRICHLORO-d-NORVALINE C(=O)(OC(C)(C)C)N[C@H](CCC(Cl)(Cl)Cl)C(=O)O